Cl.Cl.N[C@@H]1CN(C[C@@H](C1)C)C1=C(C=NC=C1)NC(=O)C=1C(=C(C(=CC1)F)C1=C(C=C(C=C1F)COC)F)F N-(4-((3S,5R)-3-amino-5-methylpiperidin-1-yl)pyridin-3-yl)-2,2',6,6'-tetrafluoro-4'-(methoxymethyl)-[1,1'-biphenyl]-3-carboxamide dihydrochloride